5-[4-amino-5-(trifluoromethyl)pyrrolo[2,1-f][1,2,4]triazin-7-yl]-N-[(3S,4S)-1-(3,3-difluorocyclobutanecarbonyl)-4-methylpyrrolidin-3-yl]-2-methylpyridine-3-carboxamide NC1=NC=NN2C1=C(C=C2C=2C=C(C(=NC2)C)C(=O)N[C@@H]2CN(C[C@@H]2C)C(=O)C2CC(C2)(F)F)C(F)(F)F